[C@H]12OC[C@H]([C@H](C1)N1N=C3N=C(C=CC3=C1)C1=C(C=C(C=C1C)C(F)(F)F)O)C2 2-(2-((1R,4S,5S)-2-oxabicyclo[2.2.1]heptan-5-yl)-2H-pyrazolo[3,4-b]pyridin-6-yl)-3-methyl-5-(trifluoromethyl)phenol